C(C=C)(=O)N1CCN(CC1)C1=NC(=C(C=2CN(CCC12)C1=CC=CC=2SC=CC21)C#N)N2CCN(CC2)C(C=C)=O 1,3-bis(4-acryloylpiperazin-1-yl)-6-(benzo[b]thiophen-4-yl)-5,6,7,8-tetrahydro-2,6-naphthyridine-4-carbonitrile